CC(=C)CCCCCCC 2-methyl-1-nonene